tert-butyl 4-((4-(3,3-dimethylbutanoyl)-1,2,3,4-tetrahydroquinoxaline-1-carboxamido)methyl)piperidine-1-carboxylate CC(CC(=O)N1CCN(C2=CC=CC=C12)C(=O)NCC1CCN(CC1)C(=O)OC(C)(C)C)(C)C